3-(2-methacryloyloxyethyl)-2-ethyloxetane C(C(=C)C)(=O)OCCC1C(OC1)CC